2-methyl-3-((4-(trifluoromethyl)pyridin-2-yl)methyl)naphthalene-1,4-dione CC=1C(C2=CC=CC=C2C(C1CC1=NC=CC(=C1)C(F)(F)F)=O)=O